CC(CC/C=C(/C)\\CC/C=C(\\C)/CC/C=C(\\C)/CCC=C(C)C)CCOP(=O)(O)OP(=O)(O)OC1[C@@H]([C@H]([C@@H]([C@H](O1)CO)O[C@H]2[C@@H]([C@H]([C@@H]([C@H](O2)CO)O[C@H]3[C@H]([C@H]([C@@H]([C@H](O3)CO[C@@H]4[C@H]([C@H]([C@@H]([C@H](O4)CO[C@@H]5[C@H]([C@H]([C@@H]([C@H](O5)CO)O)O)O[C@@H]6[C@H]([C@H]([C@@H]([C@H](O6)CO)O)O)O)O)O[C@@H]7[C@H]([C@H]([C@@H]([C@H](O7)CO)O)O)O[C@@H]8[C@H]([C@H]([C@@H]([C@H](O8)CO)O)O)O)O)O)O[C@@H]9[C@H]([C@H]([C@@H]([C@H](O9)CO)O)O)O[C@@H]1[C@H]([C@H]([C@@H]([C@H](O1)CO)O)O)O[C@@H]1[C@H]([C@H]([C@@H]([C@H](O1)CO)O)O[C@@H]1[C@@H]([C@H]([C@@H]([C@H](O1)CO)O)O[C@@H]1[C@@H]([C@H]([C@@H]([C@H](O1)CO)O)O)O[C@@H]1[C@@H]([C@H]([C@@H]([C@H](O1)CO)O)O)O)O)O)O)O)NC(=O)C)O)NC(=O)C The molecule is a dolichyl diphosphooligosaccharide in which the oligosaccharide moiety is the Man9Glc3GlcNAc2 branched tetradecasaccharide alpha-D-Glc-(1->2)-alpha-D-Glc-(1->3)-alpha-D-Glc-(1->3)-alpha-D-Man-(1->2)-alpha-D-Man-(1->2)-alpha-D-Man-(1->3)-[alpha-D-Man-(1->2)-alpha-D-Man-(1->3)-[alpha-D-Man-(1->2)-alpha-D-Man-(1->6)]-alpha-D-Man-(1->6)]-beta-D-Man-(1->4)-beta-D-GlcNAc-(1->4)-D-GlcNAc. It is a conjugate acid of an alpha-D-Glc-(1->2)-alpha-D-Glc-(1->3)-alpha-D-Glc-(1->3)-alpha-D-Man-(1->2)-alpha-D-Man-(1->2)-alpha-D-Man-(1->3)-[alpha-D-Man-(1->2)-alpha-D-Man-(1->3)-[alpha-D-Man-(1->2)-alpha-D-Man-(1->6)]-alpha-D-Man-(1->6)]-beta-D-Man-(1->4)-beta-D-GlcNAc-(1->4)-D-GlcNAc(PP-Dol)(2-).